5-(3-(difluoromethyl)-8-fluoroimidazo[1,2-a]pyridin-6-yl)-6-fluoro-4-methoxy-N-(2-oxaspiro[3.5]nonan-7-yl)pyrrolo[2,1-f][1,2,4]triazin-2-amine FC(C1=CN=C2N1C=C(C=C2F)C=2C(=CN1N=C(N=C(C12)OC)NC1CCC2(COC2)CC1)F)F